ClC1=CC(=C(C=C1C)O)C=1C(=NC=CC1)OC 4-chloro-2-(2-methoxypyridin-3-yl)-5-methylphenol